[Si](O)(O)(O)O.C(CC)[Li] propyl-lithium silicate